ClC=1C=CC(=C(C1)C1=CC(NN=C1)=O)N1N=NC(=C1)C(F)(F)F 5-(5-chloro-2-(4-(trifluoromethyl)-1H-1,2,3-triazol-1-yl)phenyl)pyridazin-3(2H)-one